C(C1=CC=CC=C1)N1C(COCC1)CC(CC)=O 1-(4-benzylmorpholin-yl)butanone